C(C)OC(=O)C=1N(N=CC1C(=O)OCC)C 2-methylpyrazole-3,4-dicarboxylic acid diethyl ester